COC1=C(C=CC=C1)CCN (R)-(2-methoxyphenyl)ethylamine